C(C)(C)(C)N1N=C(C(=C1)C(=O)OCC)CC=O ethyl 1-(tert-butyl)-3-(2-oxoethyl)-1H-pyrazole-4-carboxylate